CN1N=C(C=C1C)NC1=NC=C(C(=N1)C1=CNC2=C(C=CC=C12)N1CC2=CC=CC(=C2C1=O)NS(=O)(=O)C1=CC=CC=C1)C N-(2-(3-(2-((1,5-dimethyl-1H-pyrazol-3-yl)amino)-5-methylpyrimidin-4-yl)-1H-indol-7-yl)-3-oxoisoindolin-4-yl)benzenesulfonamide